N-[2-(5-chloro-1,3-benzoxazol-2-yl)-2-azaspiro[3.3]heptan-6-yl]-5-methylsulfonyl-furan-2-carboxamide ClC=1C=CC2=C(N=C(O2)N2CC3(C2)CC(C3)NC(=O)C=3OC(=CC3)S(=O)(=O)C)C1